COC=1C=C(C=CC1OC)C1=CC=NC=2N1N=C(C2)C(=O)NC2CCC(CC2)C(=O)N2CCN(CC2)C(=O)OC(C)(C)C tert-butyl 4-((1R,4R)-4-(7-(3,4-dimethoxyphenyl)pyrazolo[1,5-a]pyrimidine-2-carboxamido)cyclohexane-1-carbonyl)piperazine-1-carboxylate